N(=[N+]=[N-])C=1N=C(C=2C(N1)=CN(N2)CC2=C(C=C(C=C2OC)Br)OC)N[C@H](CO)CCC (S)-2-((5-azido-2-(4-bromo-2,6-dimethoxybenzyl)-2H-pyrazolo[4,3-d]pyrimidin-7-yl)amino)pentan-1-ol